F[B-](F)(F)F.ClC1=C(C(=CC(=C1)Cl)Cl)[N+]=1N=C2N(C3[C@@H](OC2)CC2=CC=CC=C23)C1 (S)-2-(2,4,6-trichlorophenyl)-4,5a,6,10b-tetrahydroindeno[2,1-b][1,2,4]triazolo[4,3-d][1,4]oxazinium tetrafluoroborate